(4Z)-4-(1,3-benzothiazol-6-ylmethylene)-2-[[(1S,2R)-2-hydroxycyclohexyl]amino]-1H-imidazol-5-one S1C=NC2=C1C=C(C=C2)\C=C\2/N=C(NC2=O)N[C@@H]2[C@@H](CCCC2)O